1-Dodecyl-3-Methylpyrrolidinium methansulfonat CS(=O)(=O)[O-].C(CCCCCCCCCCC)[NH+]1CC(CC1)C